COC=1C(=NC(=CC1)C1(CCOCC1)C)S(=O)(=O)Cl 3-methoxy-6-(4-methyltetrahydropyran-4-yl)pyridine-2-sulfonyl chloride